2-(4-chlorophenyl)benzo[d]Thiazole ClC1=CC=C(C=C1)C=1SC2=C(N1)C=CC=C2